N-(2-methoxy-6-methyl-5,6,7,8-tetrahydro-1,6-naphthyridin-3-yl)-8-(piperidin-1-yl)pyrido[3,4-d]pyrimidine COC1=NC=2CCN(CC2C=C1N1CN=CC2=C1C(=NC=C2)N2CCCCC2)C